(3aR,6aR)-1-(3-(4-methoxyphenyl)-1H-pyrazole-5-carbonyl)hexahydropyrrolo[3,4-b]pyrrole-5(1H)-carbonitrile COC1=CC=C(C=C1)C1=NNC(=C1)C(=O)N1[C@@H]2[C@H](CC1)CN(C2)C#N